ClC=1C=C(C=CC1Cl)CC(=O)NNC(=O)C1CN(CC12CN(C2)C(=O)OC(C)(C)C)C(=O)C2=CN=CS2 tert-butyl 8-(2-(2-(3,4-dichlorophenyl)acetyl)hydrazine-1-carbonyl)-6-(thiazole-5-carbonyl)-2,6-diazaspiro[3.4]octane-2-carboxylate